3-Amino-4-(2-methoxyethoxy)-5-methylphenyl-amin NC=1C=C(C=C(C1OCCOC)C)N